1-(5-methyl-1-((2-(trimethylsilyl)ethoxy)methyl)-1H-pyrazol-3-yl)ethan-1-ol CC1=CC(=NN1COCC[Si](C)(C)C)C(C)O